OCC1=NC=2NC(NC(C2N1)=O)=O 8-hydroxymethyl-xanthine